COC(CN(CC(=O)[O-])CC(=O)[O-])=O methylnitrilotriacetate